OC(CCC(=O)O)CCCCCCCCCC 4-Hydroxytetradecanoic acid